C1(CC1)[C@@H]1NC2=C(C(N(C=3C=CC(=CC23)NC2=CC(=NC=C2Cl)N2CC(C(CC2)(F)F)CO)C)=O)OCC1(F)F (2S)-2-Cyclopropyl-10-((2-(4,4-difluoro-3-(hydroxymethyl)piperidin-1-yl)-5-chloropyridin-4-yl)amino)-3,3-difluoro-7-methyl-1,2,3,4-tetrahydro-[1,4]oxazepino[2,3-c]chinolin-6(7H)-on